ClC1=NOC(=C1)C(=O)N[C@@H]1CCC2=CC(=CC=C12)C1=NOC(=N1)CC (R)-3-chloro-N-(5-(5-ethyl-1,2,4-oxadiazol-3-yl)-2,3-dihydro-1H-inden-1-yl)isoxazole-5-carboxamide